C(C)OC(CC1=NC=C(C=C1[N+](=O)[O-])Br)=O 2-(5-bromo-3-nitropyridin-2-yl)acetic acid ethyl ester